tert-butyl (3S,4S)- or (3R,4R)-3-(((5-((4-chloro-5-(trifluoromethyl)pyrimidin-2-yl)amino)-1-cyclobutyl-3-methyl-1H-pyrazol-4-yl)oxy)methyl)-4-methylpyrrolidine-1-carboxylate ClC1=NC(=NC=C1C(F)(F)F)NC1=C(C(=NN1C1CCC1)C)OC[C@@H]1CN(C[C@H]1C)C(=O)OC(C)(C)C |o1:24,28|